N-(2'-amino-5'H-spiro[chromane-4,4'-thiazol]-6-yl)-4-fluorobenzenesulfonamide NC=1SCC2(N1)CCOC1=CC=C(C=C12)NS(=O)(=O)C1=CC=C(C=C1)F